(dimethylcyclopentadienyl)(2,7-di-tert-butylfluorenyl)zirconium dichloride [Cl-].[Cl-].CC=1C(C=CC1)(C)[Zr+2]C1=C(C=CC=2C3=CC=C(C=C3CC12)C(C)(C)C)C(C)(C)C